5-(6-(4-(2-methoxybenzyl)piperazin-1-yl)pyridin-3-yl)-7-(1-methyl-1H-pyrazol-4-yl)imidazo[1,2-a]pyridine-3-carbonitrile COC1=C(CN2CCN(CC2)C2=CC=C(C=N2)C2=CC(=CC=3N2C(=CN3)C#N)C=3C=NN(C3)C)C=CC=C1